COC=1N=C2C(=CC=NC2=CC1OC)OC1=CC=C(C=C1)NC(=O)C1=NN(C(=C(C1=O)C1=C(C=C(C=C1)F)C)C)C N-[4-[(6,7-dimethoxy-1,5-naphthyridin-4-yl)oxy]phenyl]-5-(4-fluoro-2-methylphenyl)-1,6-dimethyl-4-oxopyridazine-3-carboxamide